FC=1C(=C(C=CC1)C1=CC(=CC=C1F)C[C@]1(C[C@H](C[C@@H]1C)NS(=O)(=O)C)C1=NC=CC(=N1)CO)O |r| rac-N-[(1S,3R,4S)-3-({3',6-difluoro-2'-hydroxy-[1,1'-biphenyl]-3-yl}methyl)-3-[4-(hydroxymethyl)pyrimidin-2-yl]-4-methylcyclopentyl]methanesulfonamide